N1(CCCN(CCCN(CCC1)CC=1C(=C(C(=O)NC(CO)O)C=C(C1)C)O)CC=1C(=C(C(=O)NC(CO)O)C=C(C1)C)O)CC=1C(=C(C(=O)NC(CO)O)C=C(C1)C)O 3,3',3''-[1,5,9-triazacyclododecane-1,5,9-triyltris(methylene)]tris[N-(1,2-dihydroxyethyl)-2-hydroxy-5-methylbenzamide]